8-Bromo-3-hydroxy-2-(2-(hydroxymethyl)-5-(trifluoromethyl)phenyl)-6-methyl-4H-chromen-4-one BrC=1C=C(C=C2C(C(=C(OC12)C1=C(C=CC(=C1)C(F)(F)F)CO)O)=O)C